FC1(C(C1)C(=O)NC1=NC=C2C=C(C=3N(C2=C1)N=C(N3)C)C=3C=NC(=CC3C)[C@@H](CC)O)F 2,2-difluoro-N-(4-{6-[(R)-1-hydroxypropyl]-4-methylpyridin-3-yl}-2-methyl-[1,2,4]triazolo[1,5-a]1,6-naphthyridin-8-yl)cyclopropane-1-carboxamide